[Br-].OCCCC1=C(C=CC=C1)P(C1=CC=CC=C1)C1=CC=CC=C1 3-hydroxypropyl-(triphenylphosphine) bromide